13-bromo-21-fluoro-5,14,19-trimethoxy-16,16-dioxo-9-oxa-16λ6-thia-4,17-diazatetracyclo[16.3.1.111,15.02,7]tricosa-1(22),2,4,6,11(23),12,14,18,20-nonaen-10-one BrC1=CC=2C(OCC3=CC(=NC=C3C=3C(=CC(=C(NS(C(=C1OC)C2)(=O)=O)C3)OC)F)OC)=O